Cl.COC(=O)[C@H]1NC[C@@H]2[C@@H]3CC[C@H]([C@H]12)O3.C[Si](C)(C)N(CCC=CC3=CC=CC=C3)[Si](C)(C)C |r| 2-bis(trimethylsilyl)aminoethyl-styrene (+/-)-methyl-(1S,3aR,4S,7R,7aS)-octahydro-1H-4,7-epoxyisoindole-1-carboxylate hydrochloride